CC(CCN(C1CCC(CC1)NS(=O)(=O)C=1C=NC(=CC1)N1CCC2(CCOC2)CC1)C)(C)C N-((1r,4r)-4-((3,3-Dimethylbut-yl)(methyl)amino)cyclohexyl)-6-(2-oxa-8-azaspiro[4.5]decan-8-yl)pyridine-3-sulfonamide